2,6-dimethoxy-4-[7-(1-methylpyrazol-4-yl)imidazo[1,2-a]pyridin-3-yl]benzoic acid methyl ester COC(C1=C(C=C(C=C1OC)C1=CN=C2N1C=CC(=C2)C=2C=NN(C2)C)OC)=O